C(#N)C=1C(=CC(=NC1SCS(=O)C1CCC1)C=1C=NC=2CCN(CC2C1)C(=O)OC(C)(C)C)C1=CC=NN1C tert-butyl 3-(5-cyano-6-(((cyclobutylsulfinyl) methyl) thio)-4-(1-methyl-1H-pyrazol-5-yl) pyridin-2-yl)-7,8-dihydro-1,6-naphthyridine-6(5H)-carboxylate